5-chloro-1'-(2-{[1-(3-hydroxy-3-methylcyclobutyl)-2-methyl-7-(trifluoromethyl)-1H-1,3-benzodiazol-5-yl]oxy}ethyl)-1,2-dihydrospiro[indole-3,4'-piperidin]-2-one ClC=1C=C2C(=CC1)NC(C21CCN(CC1)CCOC1=CC2=C(N(C(=N2)C)C2CC(C2)(C)O)C(=C1)C(F)(F)F)=O